aluminum isopropoxide di(t-butyl acetoacetate) C(C)(C)(C)CC(CC(=O)[O-])=O.C(C)(C)(C)CC(CC(=O)[O-])=O.CC([O-])C.[Al+3]